CN(C)CC1=CC=C(C=C1)NC=1N=CC2=C(N1)CNCC2 N-{4-[(dimethylamino)methyl]phenyl}-5H,6H,7H,8H-pyrido[3,4-d]pyrimidin-2-amine